OC1CC(CC1)NC1=CC=C(C=C1)O 3-hydroxycyclopentyl-para-hydroxyaniline